C1(CC1)C1=CC(=C(C=C1)NC1=CC(=NC=C1C(=O)NOCC)NC1=NC=CC=N1)N(S(=O)(=O)C)C 4-((4-Cyclopropyl-2-(N-methylmethanesulfonamido)phenyl)amino)-N-ethoxy-6-(pyrimidin-2-ylamino)nicotinamide